pyrimidotriazole sulfide [N+]=1(NN=C2C1C=NC=N2)[S-]